(2S,6R)-1,2,6-trimethyl-4-(2-nitro-5-(trifluoromethyl)phenyl)piperazine fluorotetradecyl-acrylate FCCCCCCCCCCCCCCOC(C=C)=O.CN1[C@H](CN(C[C@H]1C)C1=C(C=CC(=C1)C(F)(F)F)[N+](=O)[O-])C